N-(1-methyl-1H-pyrazol-4-yl)-4-[(1R,5S)-8-(1,3-thiazol-2-ylmethyl)-3,8-diazabicyclo[3.2.1]oct-3-yl]pyrimidin-2-amine CN1N=CC(=C1)NC1=NC=CC(=N1)N1C[C@H]2CC[C@@H](C1)N2CC=2SC=CN2